CC=1C=NC=C(C1C1=C(C=C(N)C=C1)F)C 4-(3,5-dimethylpyridin-4-yl)-3-fluoroaniline